(prop-1-en-2-yl)thiophene-2-sulfonamide C=C(C)C1=C(SC=C1)S(=O)(=O)N